N-(6-(3-azabicyclo[3.1.0]hexan-3-yl)-4-(3,3-difluoroazetidin-1-yl)pyridin-2-yl)-5-cyclopropylpyrazin-2-amine C12CN(CC2C1)C1=CC(=CC(=N1)NC1=NC=C(N=C1)C1CC1)N1CC(C1)(F)F